N-(5-(2-((2S,6R)-2,6-dimethylmorpholino)pyrimidin-5-yl)-4-fluoro-2-((3S,5R)-3,4,5-trimethylpiperazin-1-yl)phenyl)-6-oxo-4-(trifluoromethyl)-1,6-dihydropyridine-3-carboxamide C[C@@H]1O[C@@H](CN(C1)C1=NC=C(C=N1)C=1C(=CC(=C(C1)NC(=O)C1=CNC(C=C1C(F)(F)F)=O)N1C[C@@H](N([C@@H](C1)C)C)C)F)C